CC(C)(C)[Si](O[C@@H]1[C@@H]([C@@H](O[C@@H]1CCO)N1C2=NC=NC(=C2N=C1)N=CN(C)C)OC)(C)C N'-[(9R)-9-[(2R,3S,4S,5R)-4-[1,1-dimethylethyl(dimethyl)silyl]oxy-5-(2-hydroxyethyl)-3-methoxy-tetrahydrofuran-2-yl]purin-6-yl]-N,N-dimethyl-formamidine